NC1=CC2=C(C=CC=C2C(=C1)S(=O)(=O)O)S(=O)(=O)O 2-aminonaphthalene-4,8-disulfonic acid